NC1=NC(=C(C=2N1C(N(N2)CC=2N=COC2)=O)C2=CC(=NC(=C2)C)C(=O)OC)C2=CC=CC=C2 methyl 4-(5-amino-2-(oxazol-4-ylmethyl)-3-oxo-7-phenyl-2,3-dihydro-[1,2,4]triazolo[4,3-c]pyrimidin-8-yl)-6-methylpicolinate